O=C1N(CC2=CC(=CC=C12)CN1CCN(CC1)C=1C2=C(N=C(N1)N1CCCC1)CCS2)C2C(NC(CC2)=O)=O 3-(1-oxo-5-((4-(2-(pyrrolidin-1-yl)-6,7-dihydrothieno[3,2-d]pyrimidin-4-yl)piperazin-1-yl)methyl)isoindolin-2-yl)piperidine-2,6-dione